FC1=CC=2C3=CC=C(C(NS(C=4C(NC=C(C(OCCOC2C=C1)=O)C4)=O)(=O)=O)=C3)F 4,21-difluoro-18,18-dioxo-8,11-dioxa-18λ6-thia-15,19-diazatetracyclo[18.3.1.113,17.02,7]pentacosa-1(23),2(7),3,5,13,17(25),20(24),21-octaene-12,16-dione